BrC1=CC=C(C=C1)C1=NC2=C(N1C1=CC=CC=C1)C1=CC=CC=C1C=1C=CC=CC12 2-(4-bromophenyl)-1-phenyl-1H-phenanthro[9,10-d]Imidazole